2-(((2-(4-(2-hydroxyethyl)piperazin-1-yl)ethyl)amino)methylene)-5-(2-(trifluoromethyl)phenyl)cyclohexane-1,3-dione OCCN1CCN(CC1)CCNC=C1C(CC(CC1=O)C1=C(C=CC=C1)C(F)(F)F)=O